(1S,2S)-2-((6-(5-((((benzyloxy)carbonyl)amino)methyl)-1-methyl-1H-1,2,3-triazol-4-yl)-2-methylpyridin-3-yl)carbamoyl)cyclohexane-1-carboxylic acid C(C1=CC=CC=C1)OC(=O)NCC1=C(N=NN1C)C1=CC=C(C(=N1)C)NC(=O)[C@@H]1[C@H](CCCC1)C(=O)O